C(C)C1=NC2=CC=CC=C2C(=N1)N1CCC(CC1)CCP(O)(O)=O (2-(1-(2-ethylquinazolin-4-yl)piperidin-4-yl)ethyl)phosphonic acid